Mono-(4-ethoxy-4-oxo-butan-2-yl)-lactat C(C)OC(CC(C)OC(C(O)C)=O)=O